lithio 3-methyl-4-[(1-methylpyrrolidin-3-yl)methoxy]benzoate CC=1C=C(C(=O)O[Li])C=CC1OCC1CN(CC1)C